C(C)(C)(C)OC(=O)C1N(CC1)CCCCCCCCCCCCCCCCCCCCCC(=O)N tert-butoxycarbonyl-azetidineBehenamid